2,3,4,7,8-pentachlorodibenzofuran ClC1=CC2=C(OC3=C2C=C(C(=C3)Cl)Cl)C(=C1Cl)Cl